tert-butyl 5-bromo-8-iodo-3,4-dihydroisoquinoline-2(1H)-carboxylate BrC1=C2CCN(CC2=C(C=C1)I)C(=O)OC(C)(C)C